ClC=1C(N(C(C1Cl)O)CC1=C(C=CC=C1)Cl)=O 3,4-Dichloro-1-(2-chloro-benzyl)-5-hydroxy-1,5-dihydro-pyrrol-2-one